((((di-tert-butoxyphosphoryl)oxy)methoxy)carbonyl)-L-proline C(C)(C)(C)OP(=O)(OC(C)(C)C)OCOC(=O)N1[C@@H](CCC1)C(=O)O